C(C1=CC=CC=C1)SSC(C(=O)O)C.C([C@H](O)[C@H](O)CO)O.C([C@H](O)[C@H](O)CO)O.C([C@H](O)[C@H](O)CO)O.C([C@H](O)[C@H](O)CO)O.C([C@H](O)[C@H](O)CO)O pentaerythritol 3-(benzylthio-thio)propionate